6-chloro-1-(difluoromethyl)-5-iodo-1,3-benzodiazole ClC=1C(=CC2=C(N(C=N2)C(F)F)C1)I